C(C=C)(=O)N[C@H]1C[C@H](C[C@H]1NC1=NC2=CC=C(C=C2C=N1)C1=C(C(=CC(=C1Cl)OC)OC)Cl)C(=O)N(C)C (1S,3S,4R)-3-acrylamido-4-((6-(2,6-dichloro-3,5-dimethoxyphenyl)quinazolin-2-yl)amino)-N,N-dimethylcyclopentane-1-carboxamide